C(C)C=1C(=CC=C2C=C(C=C(C12)C1=C(C=2N=C(N=C(C2C=N1)N1CC2(CC(C2)(O)C)CCC1)OCC12CCCN2CCC1)F)O)F trans-6-(7-(8-ethyl-7-fluoro-3-hydroxynaphthalen-1-yl)-8-fluoro-2-((hexahydro-1H-pyrrolizin-7a-yl)methoxy)pyrido[4,3-d]pyrimidin-4-yl)-2-methyl-6-azaspiro[3.5]nonan-2-ol